O1C=CC2=C1C=CC(=C2)C(C)NC=2C1=C(N=C(N2)N2CCN(CC2)C(C)=O)C=NN1C(CC)CC 1-{4-[7-(1-Benzofuran-5-yl-ethylamino)-1-(1-ethyl-propyl)-1H-pyrazolo[4,3-d]pyrimidin-5-yl]-piperazin-1-yl}-ethanon